2-methoxy-5,5-dimethyl-6,7-dihydro-5H-cyclopenta[b]pyridine COC1=CC=C2C(=N1)CCC2(C)C